methyltelluride C[Te]C